ClC(C(=O)[O-])[C@@](O)(C)CCO chloromevalonate